N-(3-(5-(3-Chlorophenyl)-1H-pyrazolo[3,4-b]pyridin-3-carbonyl)-2,4-difluorophenyl)propan-1-sulfonamid ClC=1C=C(C=CC1)C=1C=C2C(=NC1)NN=C2C(=O)C=2C(=C(C=CC2F)NS(=O)(=O)CCC)F